N[C@H]1CCN([C@@H]2C[C@H]12)C(=O)OCC1=CC=CC=C1 benzyl (1R,5S,6R)-5-amino-2-azabicyclo[4.1.0]heptane-2-carboxylate